NC1=C2N=CN(C2=NC(=N1)Cl)[C@H]1[C@@H](C([C@H](O1)CO[Si](C)(C)C(C)(C)C)=O)O[Si](C)(C)C(C)(C)C (2R,4S,5R)-5-(6-amino-2-chloro-9H-purin-9-yl)-4-((tert-butyldimethylsilyl)-oxy)-2-(((tert-butyldimethylsilyl)oxy)-methyl)dihydrofuran-3(2H)-one